(Z)-2-(6-chloro-5-fluoro-2-methyl-1-(3-phenoxybenzylidene)-1H-inden-3-yl)acetic acid ClC1=C(C=C2C(=C(/C(/C2=C1)=C/C1=CC(=CC=C1)OC1=CC=CC=C1)C)CC(=O)O)F